C(C(=C)C)(=O)OCC1(CCCCC1)COC(C(=C)C)=O cyclohexanedimethanol dimethacrylate